ClC=1C=C(C=C(C1)S(=O)(=O)C)NC(=O)C=1SC(=C(C1)C1=NC=C(C=C1F)F)C N-(3-chloro-5-(methylsulfonyl)phenyl)-4-(3,5-difluoropyridin-2-yl)-5-methylthiophene-2-carboxamide